C(C1=CC=CC=C1)OC1=C(C=C(C=C1OC)/C=C/C(=O)O[C@@H]1[C@@]2(CC[C@H](C1)C2(C)C)C)OC (1R,2S,4R)-1,7,7-trimethylbicyclo[2.2.1]heptan-2-yl (E)-3-(4-benzyloxy-3,5-dimethoxy phenyl)acrylate